tert-Butyl N-(4-amino-1H-pyrazol-5-yl)carbamate NC=1C=NNC1NC(OC(C)(C)C)=O